CC=1C(=NC(=C(C(=O)O)C1C)C)N1CC(N(CC1)C(=O)C=1N=C2C(=NC1)N(CC21CCC1)C1=CC(=C(C=C1)Cl)F)(C)C methyl-6-(4-(5'-(4-chloro-3-fluorophenyl)-5',6'-dihydrospiro[cyclobutane-1,7'-pyrrolo[2,3-b]pyrazine]-2'-carbonyl)-3,3-dimethylpiperazin-1-yl)-2,4-dimethylnicotinic acid